C(C1=CC=CC=C1)OC(=O)N(C)C[C@@H]1CN(C[C@@H]1F)C(=O)OC(C)(C)C (Cis)-tert-butyl 3-((((benzyloxy)carbonyl)(methyl)amino)methyl)-4-fluoropyrrolidine-1-carboxylate